Phenylisocyanat C1(=CC=CC=C1)N=C=O